4-bromo-3-chloro-2-(1-cyanocyclopropyl)benzoic acid BrC1=C(C(=C(C(=O)O)C=C1)C1(CC1)C#N)Cl